tert-butyl α-isobutyryloxyisobutyrate (1,1-dimethylethyl α-isobutyryloxyisobutyrate) CC(C)(C)CC(C(=O)O)(C)OC(C(C)C)=O.C(C(C)C)(=O)OC(C(=O)OC(C)(C)C)(C)C